Cl.C=CC propylene hydrogen chloride